(R)-methyl lactate C([C@H](O)C)(=O)OC